N1=CN=CC(=C1)CN1CC=CC=C1 N-((pyrimidin-5-yl)methyl)pyridin